N-(2-(4-amino-3-(4-phenoxyphenyl)-1H-pyrazolo[3,4-d]pyrimidin-1-yl)ethyl)-2,3,4,5-tetrafluoro-6-(methylthio)benzamide NC1=C2C(=NC=N1)N(N=C2C2=CC=C(C=C2)OC2=CC=CC=C2)CCNC(C2=C(C(=C(C(=C2SC)F)F)F)F)=O